5-Bromo-2-(3-(ethyl(4-methoxybenzyl)amino)azetidin-1-yl)pyridin-3-amine BrC=1C=C(C(=NC1)N1CC(C1)N(CC1=CC=C(C=C1)OC)CC)N